N-(2,6-dichloro-4'-(cyclopropylsulfonyl)-[1,1'-biphenyl]-4-yl)-2-(4-(methylsulfonyl)phenyl)acetamide ClC1=C(C(=CC(=C1)NC(CC1=CC=C(C=C1)S(=O)(=O)C)=O)Cl)C1=CC=C(C=C1)S(=O)(=O)C1CC1